(e)-2-(4-((4-ethoxy-3-(6-((hydroxyimino)methyl)-5-methyl-4-oxo-7-propyl-3,4-dihydropyrrolo[2,1-f][1,2,4]triazin-2-yl)phenyl)sulfonyl)piperazin-1-yl)ethyl nitrate [N+](=O)(OCCN1CCN(CC1)S(=O)(=O)C1=CC(=C(C=C1)OCC)C1=NN2C(C(N1)=O)=C(C(=C2CCC)/C=N/O)C)[O-]